C(CP(C1=CC=CC=C1)C1=CC=CC=C1)P(C1=CC=CC=C1)C1=CC=CC=C1 ethylenebis-(diphenylphosphine)